FC=1C(=NC(=NC1)NC1CCN(CC1)C(=O)OC[C@@H]1CC[C@H](CC1)CN1CCC(CC1)C1=C(C=C(C=C1)N)F)C1=CC(=CC=C1)N1C(C=CC=C1)=O trans-(4-((4-(4-amino-2-fluorophenyl)piperidin-1-yl)methyl)cyclohexyl)methyl 4-((5-fluoro-4-(3-(2-oxopyridin-1(2H)-yl)phenyl)pyrimidin-2-yl)amino)piperidine-1-carboxylate